tert-butyl 3-[(3R)-5-bromo-6-(2-cyano-3,6-difluoro-phenoxy)-4-oxo-quinazolin-3-yl]-1-oxa-8-azaspiro[4.5]decane-8-carboxylate BrC1=C2C(N(C=NC2=CC=C1OC1=C(C(=CC=C1F)F)C#N)C1COC2(C1)CCN(CC2)C(=O)OC(C)(C)C)=O